ClC1=NC=CC2=C1C=CO2 4-chlorofuro[3,2-c]pyridine